6-Fluoro-1,4-dimethyl-3-[[2-methyl-6-(4-methylimidazol-1-yl)-3-pyridinyl]sulfonyl]indole FC1=CC(=C2C(=CN(C2=C1)C)S(=O)(=O)C=1C(=NC(=CC1)N1C=NC(=C1)C)C)C